C(=O)(OC(C)(C)C)N1CC(CC1)CBr 1-Boc-3-(bromomethyl)pyrrolidine